C(C)(=O)N[C@@H](CS)C(=O)N[C@@H](C)C(=O)N[C@@H](CCCNC(N)=N)C(=O)N[C@@H](C)C(=O)N[C@@H](CCCNC(N)=N)C(=O)N N-acetyl-l-cysteinyl-l-alanyl-l-arginyl-l-alanyl-l-argininamide